(2S)-3-hydroxy-2-({2-methyl-5-[(2-methyl-1,3-oxazol-5-yl)methoxy]-2H-indazol-3-yl}formamido)propanamide OC[C@@H](C(=O)N)NC(=O)C=1N(N=C2C=CC(=CC12)OCC1=CN=C(O1)C)C